4'-Ethynyl-2-fluoro-2'-deoxyadenosine C(#C)[C@]1([C@H](C[C@@H](O1)N1C=NC=2C(N)=NC(=NC12)F)O)CO